CC1=C2N(C(C(=C1)NC=1C3=C(N=CN1)SC(=C3)C(=O)N3CC(C3)NC(OC(C)(C)C)=O)=O)C3(NC2=O)CCC3 tert-Butyl [1-({4-[(8'-methyl-1',5'-dioxo-1',5'-dihydro-2'H-spiro[cyclobutane-1,3'-imidazo[1,5-a]pyridin]-6'-yl)amino]thieno[2,3-d]pyrimidin-6-yl}carbonyl)azetidin-3-yl]carbamate